5-Bromo-N1-(2,5-dimethylbenzyl)benzene-1,2-diamine BrC1=CC=C(C(=C1)NCC1=C(C=CC(=C1)C)C)N